salicyl-fluoroketone C(C=1C(O)=CC=CC1)C(=O)F